C1(=C(C=CC=C1)S(=O)(=O)NC(N)=O)C 3-(o-tolylsulfonyl)urea